5-benzyl-2-((benzyloxy)methyl)-4-methyltetrahydropyrrolo[3,4-c]pyrrole C(C1=CC=CC=C1)N1C=C2C(C1C)CN(C2)COCC2=CC=CC=C2